2-azidobenzamide N(=[N+]=[N-])C1=C(C(=O)N)C=CC=C1